2-((2R,4S)-4-fluoropyrrolidin-2-yl)-3-(4-methoxyphenyl)-6-nitro-8-(pyridin-3-yl)quinazolin-4(3H)-one F[C@H]1C[C@@H](NC1)C1=NC2=C(C=C(C=C2C(N1C1=CC=C(C=C1)OC)=O)[N+](=O)[O-])C=1C=NC=CC1